N[C@H]1C(O)O[C@@H]([C@H]([C@@H]1O[C@H](C)C(=O)O)O)CO 2-amino-3-O-[(R)-1-carboxyethyl]-2-Deoxy-D-glucopyranose